1-(4-(7-(difluoromethyl)-6-(1-Methyl-1H-pyrazol-4-yl)-3,4-dihydroquinolin-1(2H)-yl)-6-(4-(methylsulfonyl)cyclohex-1-ene-1-yl)isoindolin-2-yl)ethan-1-one FC(C1=C(C=C2CCCN(C2=C1)C1=C2CN(CC2=CC(=C1)C1=CCC(CC1)S(=O)(=O)C)C(C)=O)C=1C=NN(C1)C)F